carbamic acid (S)-2-methyl-1-phenyl-propyl ester CC([C@@H](C1=CC=CC=C1)OC(N)=O)C